C(C)(SCC1=CC(=C(C=C1)Cl)Cl)=O S-[(3,4-Dichlorophenyl)Methyl] Ethanethioate